2-chloro-7-(2,6-difluoro-4-nitrophenyl)-5-ethyl-6-oxo-6,7-dihydro-5H-benzo[d]pyrido-[3,2-f][1,3]diazepine-9-carbonitrile ClC1=CC=2C3=C(N(C(N(C2N=C1)CC)=O)C1=C(C=C(C=C1F)[N+](=O)[O-])F)C=C(C=C3)C#N